6-(4-bromo-2-fluoro-6-isobutoxybenzyl)-6,7-dihydro-5H-pyrrolo[3,4-b]pyridin-5-one-7,7-d2 BrC1=CC(=C(CN2C(C3=NC=CC=C3C2=O)([2H])[2H])C(=C1)OCC(C)C)F